ON1C(CC(CC1(C)C)OC(CCC(=O)OC1CC(N(C(C1)(C)C)O)(C)C)=O)(C)C Bis(1-oxyl-2,2,6,6-tetramethyl-piperidin-4-yl)-succinat